C1(CCCCC1)C1(C=CC=C1)[Ti](C1=CC=CC=C1)(C1=CC=CC=C1)C1(C=CC=C1)C1CCCCC1 bis-(cyclohexyl-cyclopentadienyl)diphenyl-titanium